rac-(4aR,8aS)-6-[4-[(2-chloro-4-fluoro-phenoxy)methyl]piperidine-1-carbonyl]-4,4a,5,7,8,8a-hexahydropyrido[4,3-b][1,4]oxazin-3-one ClC1=C(OCC2CCN(CC2)C(=O)N2C[C@@H]3[C@@H](OCC(N3)=O)CC2)C=CC(=C1)F |r|